C(C)(C)C1=CC=C(C=C1)\C=C\Br (E)-1-(4'-isopropylphenyl)-2-bromoethylene